CCC1=CC=CC=C1S(=O)(=O)O Ethylbenzenesulfonic acid